C1(CC1)C1=CC(=C(NC2=C(C(=O)N)C=C(C(=C2F)F)CC2=C(C(=CC=C2)NS(NC)(=O)=O)F)C=C1)F 2-(4-cyclopropyl-2-fluoroanilino)-3,4-difluoro-5-[[2-fluoro-3-(methylsulfamoylamino)phenyl]methyl]benzamide